silicon tetrahydride dimethacrylate C(C(=C)C)(=O)O.C(C(=C)C)(=O)O.[SiH4]